[C@H]1(CC[C@H](CC1)[N+]1(CCCCC1)C)[N+]1(CCCCC1)C trans-1,1'-(1,4-cyclohexanediyl)bis(1-methylpiperidinium)